(R)-N,1-Dimethyl-N-((R)-pyrrolidin-3-yl)pyrrolidin-3-amine CN([C@H]1CN(CC1)C)[C@H]1CNCC1